C(CCCC)(=O)O PENTANOIC ACID